4-hydroxy-2-oxo-N-(4-pyridinylmethyl)-1,2-dihydro-3-quinolinecarboxamide OC1=C(C(NC2=CC=CC=C12)=O)C(=O)NCC1=CC=NC=C1